6-(2-Hydroxyethyl)-12-(2-((2-hydroxyhexyl)thio)ethyl)heptadecan OCCC(CCCCC)CCCCCC(CCCCC)CCSCC(CCCC)O